ClC1=C(C=C(C=C1)S(=O)(=O)C)C1COCCCN1 3-(2-chloro-5-methylsulfonyl-phenyl)-1,4-oxazepan